2-methylindazol-5-ylboronic acid CN1N=C2C=CC(=CC2=C1)B(O)O